1-(5-(6-chloro-7-fluoro-3-(1H-imidazol-1-yl)-5-methoxy-1-methyl-1H-indol-2-yl)-1H-1,2,4-triazol-3-yl)-2,2-difluoroethan-1-ol ClC1=C(C=C2C(=C(N(C2=C1F)C)C1=NC(=NN1)C(C(F)F)O)N1C=NC=C1)OC